C(C)(=O)OC1=C(C=C(C(=C1)C#N)F)O[C@H]1CN(CC1=C)S(=O)(=O)C1=C(C=C(C=C1)C(F)(F)F)C#N (R)-5-cyano-2-((1-((2-cyano-4-(trifluoromethyl) phenyl) sulfonyl)-4-methylenepyrrolidin-3-yl) oxy)-4-fluorophenyl acetate